S(=O)(=O)(C1=CC=C(C)C=C1)N\N=C\1/CCCCC2=C1C=CC(=C2)C(=O)OC methyl (E)-5-(2-tosylhydrazineylidene)-6,7,8,9-tetrahydro-5H-benzo[7]annulene-2-carboxylate